COC1(CC(C1)(C)C)C1=CC(=NC=C1)N1N=CC(=C1)S(=O)(=O)NC=1C=CC=C2C=NN(C12)C 1-(4-(1-METHOXY-3,3-DIMETHYL-CYCLOBUTYL)PYRIDIN-2-YL)-N-(1-METHYL-1H-INDAZOL-7-YL)-1H-PYRAZOLE-4-SULFONAMIDE